(S)-1-(5-(4-phenyl-3,4-dihydro-1H-benzo[4,5]imidazo[2,1-c][1,4]oxazin-7-yl)pyrimidin-2-yl)piperidin-4-ol potassium phosphate P(=O)([O-])([O-])[O-].[K+].C1(=CC=CC=C1)[C@@H]1N2C(COC1)=NC1=C2C=C(C=C1)C=1C=NC(=NC1)N1CCC(CC1)O.[K+].[K+]